(4,5-dihydro-1H-imidazol-2-ylsulfanyl)-5,5-dimethyl-4H-isoxazole N1C(=NCC1)SC1=NOC(C1)(C)C